2-methoxy-1-(1-methylcyclopropoxy)-4-nitrobenzene COC1=C(C=CC(=C1)[N+](=O)[O-])OC1(CC1)C